3-chloro-N-isopropyl-4,5,6,7,8,9-hexahydropyrazolo[1,5-a][1,4]diazocine-2-carboxamide ClC=1C(=NN2C1CNCCCC2)C(=O)NC(C)C